C(C)C1(CCNCC1)C(=O)N(CC(NC=1C=C2CC3(C(NC4=NC=CC=C43)=O)CC2=CC1)=O)CC1=C(C=CC=C1)CNC 4-ethyl-N-(2-((methylamino)methyl)benzyl)-N-(2-oxo-2-((2'-oxo-1,1',2',3-tetrahydrospiro[indene-2,3'-pyrrolo[2,3-b]pyridin]-5-yl)amino)ethyl)piperidine-4-carboxamide